(S)-N-(1,1-dicyclopropyl-3-((6-(3,5-dimethyl-1H-pyrazol-4-yl)-5-fluoropyridin-3-yl)amino)-3-oxopropan-2-yl)-1-(penta-1,4-dien-3-yl)-1H-pyrazole-5-carboxamide C1(CC1)C([C@@H](C(=O)NC=1C=NC(=C(C1)F)C=1C(=NNC1C)C)NC(=O)C1=CC=NN1C(C=C)C=C)C1CC1